ClC1=CC=CC(=N1)OCCO/C=C/C1=CC(=NN1C)C1=CN=C(C2=CN=C(C=C12)N)NC 4-[5-[(E)-2-[2-[(6-chloro-2-pyridyl)oxy]ethoxy]vinyl]-1-methyl-pyrazol-3-yl]-N1-methyl-2,7-naphthyridine-1,6-diamine